3-pyridin-4-ylalanine N1=CC=C(C=C1)C[C@H](N)C(=O)O